((2R,4S,5R)-2-((S)-1-(4-fluorophenyl)-1,2,3,4-tetrahydroisoquinoline-2-carbonyl)-5-(methylthio)tetrahydro-2H-pyran-4-yl)carbamic acid tert-butyl ester C(C)(C)(C)OC(N[C@H]1C[C@@H](OC[C@@H]1SC)C(=O)N1[C@H](C2=CC=CC=C2CC1)C1=CC=C(C=C1)F)=O